C1(=CC=CC=C1)[C@H]1[C@@H](C1)NC(C1=NC=CC(=C1)NC1=NC=C(C=N1)C1=CC=CC=C1)=O N-((1R,2S)-2-phenylcyclopropyl)-4-((5-phenylpyrimidin-2-yl)amino)picolinamide